2,2'-bis(3,4,5-trifluorophenyl)-4,4'-biphenyldiamine FC=1C=C(C=C(C1F)F)C1=C(C=CC(=C1)N)C1=C(C=C(C=C1)N)C1=CC(=C(C(=C1)F)F)F